tert-butyl 4-[7-({8-fluoro-2-methylimidazo[1,2-a]pyridin-6-yl}carbamoyl)-2-(2-oxopropyl)indazol-4-yl]piperazine-1-carboxylate FC=1C=2N(C=C(C1)NC(=O)C1=CC=C(C3=CN(N=C13)CC(C)=O)N1CCN(CC1)C(=O)OC(C)(C)C)C=C(N2)C